5-((R)-3-((azetidin-3-ylmethyl)amino)piperidin-1-yl)-2-(2,6-dioxopiperidin-3-yl)isoindoline-1,3-dione N1CC(C1)CN[C@H]1CN(CCC1)C=1C=C2C(N(C(C2=CC1)=O)C1C(NC(CC1)=O)=O)=O